C[C@H]1N(CCOC1)C=1N=C2N(C(C1)=O)CC[C@H](N2CC=2N=CSC2)C(F)(F)F (S)-2-((R)-3-Methyl-morpholin-4-yl)-9-thiazol-4-ylmethyl-8-trifluoromethyl-6,7,8,9-tetrahydro-pyrimido[1,2-a]-pyrimidin-4-one